6-bromo-4H-1λ6,2,4-benzothiadiazine-1,1-dione BrC=1C=CC2=C(NC=NS2(=O)=O)C1